8,9-difluoro-6-(methylamino)-2H-pyrano[3,4-c]Isoquinolin-1(4H)-one FC=1C(=CC=2C3=C(N=C(C2C1)NC)COCC3=O)F